bromomesylate BrCS(=O)(=O)[O-]